3-(3,5-dichloro-4-(4-hydroxy-3-isopropylbenzyl)phenyl)-2-(ethoxycarbonyl)acrylic acid ClC=1C=C(C=C(C1CC1=CC(=C(C=C1)O)C(C)C)Cl)C=C(C(=O)O)C(=O)OCC